N-(2-chloro-4-fluoro-5-methoxybenzyl)-2,2-dimethoxyethan-1-amine ClC1=C(CNCC(OC)OC)C=C(C(=C1)F)OC